Cl.Cl.CN(CC=C1C(N(CC1)C1=C2CNCC2=CC=C1)=O)C 3-(2-(Dimethylamino)ethylidene)-1-(isoindolin-4-yl)pyrrolidin-2-one dihydrochloride